3-(6-(2-hydroxy-6-methyl-4-(trifluoromethyl)phenyl)-2H-pyrazolo[3,4-b]pyrazin-2-yl)cyclopentane-1-carbonitrile OC1=C(C(=CC(=C1)C(F)(F)F)C)C=1C=NC=2C(N1)=NN(C2)C2CC(CC2)C#N